Ethyl (S)-3-((S)-2-(5-bromo-3-fluoro-2-oxopyridin-1(2H)-yl)pent-4-enamido)-3-(5-cyclopropyl-4-fluoro-2'-(hex-5-en-1-yl)-4',6'-dimethyl-[1,1'-biphenyl]-3-yl)propanoate BrC=1C=C(C(N(C1)[C@H](C(=O)N[C@@H](CC(=O)OCC)C=1C=C(C=C(C1F)C1CC1)C1=C(C=C(C=C1C)C)CCCCC=C)CC=C)=O)F